tert-butyl N-[2'-(3-fluorobenzenesulfonamido)ethyl]carbamate FC=1C=C(C=CC1)S(=O)(=O)NCCNC(OC(C)(C)C)=O